copper-zinc-germanium [Ge].[Zn].[Cu]